BrC=1N=C(C=2N(C1)N=CN2)NC2=CC(=C(C=C2)N2CCN(CC2)CC(F)(F)F)OC 6-bromo-N-(3-methoxy-4-(4-(2,2,2-trifluoroethyl)piperazin-1-yl)phenyl)-[1,2,4]triazolo[1,5-a]pyrazin-8-amine